FC1(CC(C1)NC(=O)C1=CC=C(C=N1)N1CCN(CC1)C(=O)OC(C)(C)C)F tert-butyl 4-(6-((3,3-difluorocyclobutyl)carbamoyl)pyridin-3-yl)piperazine-1-carboxylate